ClC=1C=CC(=C(C1)CC(=O)NC1=CC(=NC=C1)C(=O)NC(CCNC(OC(C)(C)C)=O)(C)C)O tert-Butyl N-[3-[[4-[[2-(5-chloro-2-hydroxyphenyl)acetyl]amino]pyridine-2-carbonyl]amino]-3-methylbutyl]carbamate